bis(1,5-cyclooctadiene) rhodium trifluoromethanesulfonate FC(S(=O)(=O)[O-])(F)F.[Rh+3].C1=CCCC=CCC1.C1=CCCC=CCC1.FC(S(=O)(=O)[O-])(F)F.FC(S(=O)(=O)[O-])(F)F